C1(=CC=C(C=C1)C(C)(C)C1=CC=C(N)C=C1)C(C)(C)C1=CC=C(N)C=C1 4,4'-[1,4-phenylenebis(1-methylethane-1,1-diyl)]dianiline